octylpyridinium C(CCCCCCC)[N+]1=CC=CC=C1